NC=1C(=NC(=CC1C=O)C)Cl 3-amino-2-chloro-6-methylpyridine-4-carbaldehyde